O1CC(CC1)N1N=CC(=C1)C(=O)N 1-(tetrahydrofuran-3-yl)-1H-pyrazole-4-carboxamide